S(N)(=O)(=O)N1CCC2(C[C@H]2C(=O)OCC)CC1 Ethyl (1R)-6-sulfamoyl-6-azaspiro[2.5]octane-1-carboxylate